((1r,4r)-4-Methoxycyclohexyl)methanesulfonic acid methyl ester COS(=O)(=O)CC1CCC(CC1)OC